N-((5-(difluoromethyl)-4-(2-methoxyethyl)-4H-1,2,4-triazol-3-yl)methyl)-6-methoxypyridin-3-amine FC(C=1N(C(=NN1)CNC=1C=NC(=CC1)OC)CCOC)F